CN1N=C(C=C1)C1=NC(=CC=C1[N+](=O)[O-])OCCC(F)(F)F 2-(1-methyl-1H-pyrazol-3-yl)-3-nitro-6-(3,3,3-trifluoropropoxy)pyridine